N1C(CC(CC1([2H])[2H])OCC1CCN(CC1)C=O)([2H])[2H] (4-(((piperidin-4-yl-2,2,6,6-d4)Oxy)methyl)piperidin-1-yl)methanone